CC1=CC=CC=C1C2=CC(=NC=C2C(=O)N)N3CCN(CC3)C 6-(4-methylpiperazin-1-yl)-4-o-tolylnicotinamide